tert-Butyl 4-{4-[3-(1-quinolin-6-ylcyclopropyl)imidazo[1,2-a]pyrimidin-6-yl]-1H-pyrazol-1-yl}piperidine-1-carboxylate N1=CC=CC2=CC(=CC=C12)C1(CC1)C1=CN=C2N1C=C(C=N2)C=2C=NN(C2)C2CCN(CC2)C(=O)OC(C)(C)C